Cl.FC(C=1C=C(C=C(C1)C(F)(F)F)NC(=O)N1CC(C(CC1)(C1=CC(=CC=C1)OC)O)CN(C)C)(F)F N-(3,5-bis(trifluoromethyl)phenyl)-3-((dimethylamino)methyl)-4-hydroxy-4-(3-methoxyphenyl)piperidine-1-carboxamide hydrochloride